C(\C(\C)=C\C(=O)OCCCC)(=O)OCCCC dibutyl mesaconate